N=1C=NN2C1C=C(C=C2)OC2=CC(=C(C=C2C)NC2=NC=NC1=CC(=C(C=C21)[N+](=O)[O-])F)OC N-(4-([1,2,4]triazolo[1,5-a]pyridin-7-yloxy)-2-methoxy-5-methylphenyl)-7-fluoro-6-nitroquinazolin-4-amine